glyoxal monooxime C(C=O)=NO